4-(5-(3-Acetyl-1-methyl-1H-pyrazol-4-yl)-5-hydroxyoctahydropentalen-2-yl)-N-(3-chloro-4-fluorophenyl)-1-methyl-1H-imidazole-5-carboxamide C(C)(=O)C1=NN(C=C1C1(CC2CC(CC2C1)C=1N=CN(C1C(=O)NC1=CC(=C(C=C1)F)Cl)C)O)C